C(=O)O.N[C@H](C(=O)NCCCNC(C1=C(C=C(C=C1)NC=1C=2N(C=CN1)C(=CN2)C=2C(=NNC2)C(F)(F)F)Cl)=O)CNC(=N)N N-[3-[[(2S)-2-amino-3-carbamimidamidopropanoyl]amino]propyl]-2-chloro-4-[[3-[3-(trifluoromethyl)-1H-pyrazol-4-yl]imidazo[1,2-a]pyrazin-8-yl]amino]benzamide formate